4-(6-fluoropyridin-3-yl)-6-(2-hydroxy-2-methylpropylsulfonyl)pyrazolo[1,5-a]pyridine-3-carbonitrile FC1=CC=C(C=N1)C=1C=2N(C=C(C1)S(=O)(=O)CC(C)(C)O)N=CC2C#N